C(C)OC(C1=CC=C(C=C1)N1CCNCC1)=O 4-(piperazin-1-yl)benzoic acid ethyl ester